CN1CC2=C(CC1)NC(=N2)C=2C=CC(=C1C=NC(C21)=O)C=2C=NN1C2C=CC=C1 7-(5-methyl-4,5,6,7-tetrahydro-1H-imidazo[4,5-c]pyridin-2-yl)-4-(pyrazolo[1,5-a]pyridin-3-yl)isoindol-1-one